[Si](C)(C)(C(C)(C)C)OCC12CCC(CC1)(C2)CO (4-(((tert-butyldimethylsilyl)oxy)methyl)bicyclo[2.2.1]heptan-1-yl)methanol